FC(C1=CC=C(C=N1)C(C)O)(F)F 1-(6-(Trifluoromethyl)pyridin-3-yl)ethanol